[O-][2H] deuteroxide